4-((3-methylquinolin-4-yl)amino)-N-(3-(pyridin-4-ylamino)phenyl)benzamide CC=1C=NC2=CC=CC=C2C1NC1=CC=C(C(=O)NC2=CC(=CC=C2)NC2=CC=NC=C2)C=C1